Cl.[NH+]1=C(C=CC=C1)C(=O)N pyridin-1-ium-2-carboxamide hydrochloride